ClC1=CC=2C(C(=N1)Cl)=NN(C2)C2CCN(CC2)C(=O)OC(C)(C)C tert-butyl 4-(5,7-dichloropyrazolo[3,4-c]pyridin-2-yl)piperidine-1-carboxylate